tert-butyl (S)-3-((6-(3,5-dimethylisoxazol-4-yl)-7-methylbenzo[d]thiazol-2-yl)carbamoyl)pyrrolidine-1-carboxylate CC1=NOC(=C1C1=C(C2=C(N=C(S2)NC(=O)[C@@H]2CN(CC2)C(=O)OC(C)(C)C)C=C1)C)C